C(#C)[C@@H]1[C@@H](CCCC1)NC(=O)C1=C(C(=O)O)C=CC=C1 (((1R,2R)-2-ethynylcyclohexyl)carbamoyl)benzoic acid